C(C)(C)C1=CC=C(C=C1)C1=CC(=CC=C1)S(=O)(=O)N1CC(CCC1)CC(C(=O)NS(=O)(=O)C1=CC2=CC=CC=C2C=C1)(C)OC1=CC=CC=C1 1-((4'-isopropyl-[1,1'-biphenyl]-3-yl)sulfonyl)piperidin-3-yl(phenoxy)-2-methyl-N-(naphthalene-2-ylsulfonyl)propionamide